FC=1C(=NC(=C(C1)F)C(F)(F)F)N1C(C2(CC1)CCN(CC2)C(=O)OC(C)(C)C)=O tert-butyl 2-(3,5-difluoro-6-(trifluoromethyl)pyridin-2-yl)-1-oxo-2,8-diazaspiro[4.5]decane-8-carboxylate